(E)-4-(2-methoxyphenyl)-2-oxo-but-3-enoate COC1=C(C=CC=C1)/C=C/C(C(=O)[O-])=O